FS(=O)(=O)OC1=CC=C2C=CC(=CC2=C1)C1C(NC(CC1)=O)=O 3-(7-fluorosulfonyloxy-2-naphthyl)-2,6-dioxo-piperidine